BrC=1C=C(C(=NC1)C=O)OCCOC 5-Bromo-3-(2-methoxyethoxy)picolinaldehyde